BrC1=CC(=CNC1=O)C(=O)NC1=CC=C(C=C1)OC(F)(F)Cl 5-Bromo-N-[4-[chloro(difluoro)methoxy]phenyl]-6-oxo-1H-pyridine-3-carboxamide